BrC=1C=C2C(=NC=NC2=CC1)N1C(COCC1)C1=CC=CC=C1 4-(6-bromoquinazolin-4-yl)-3-phenylmorpholine